(trifluoromethyl)nicotinyl chloride FC(F)(F)C(C1=CN=CC=C1)Cl